5-chloro-2-(4-chlorothiazol-5-yl)-4-[(2S)-2-(difluoromethyl)piperazin-1-yl]-1H-pyrimidin-6-one ClC1=C(N=C(NC1=O)C1=C(N=CS1)Cl)N1[C@@H](CNCC1)C(F)F